C(C)(C)C=1C2=C(NC1C=1C=C(C=3N(C1)N=CN3)C)SC(=C2COC)C2CCNCC2 4-isopropyl-3-(methoxymethyl)-5-(8-methyl-[1,2,4]triazolo[1,5-a]pyridin-6-yl)-2-(piperidin-4-yl)-6H-thieno[2,3-b]pyrrole